p-bromobenzaldehyde BrC1=CC=C(C=O)C=C1